N-[5-(2,2-difluoroethyl)-4,6-dimethoxy-pyrimidin-2-yl]-7-(3-methylpyrazol-1-yl)-1H-indole-3-sulfonamide FC(CC=1C(=NC(=NC1OC)NS(=O)(=O)C1=CNC2=C(C=CC=C12)N1N=C(C=C1)C)OC)F